2-amino-9-hydroxymethyl-3-oxo-3H-phenoxazine-1-carboxylic acid isoamyl ester C(CC(C)C)OC(=O)C1=C(C(C=C2OC3=CC=CC(=C3N=C12)CO)=O)N